8-((3-methylthiophen-2-yl)sulfonyl)-3-(pyrrolidin-1-yl)-1-oxa-8-azaspiro[4.5]decane CC1=C(SC=C1)S(=O)(=O)N1CCC2(CC(CO2)N2CCCC2)CC1